4-phenyl-3-{1-[(trimethylsilyl)oxy]vinyl}-1,2-dihydroquinolin-2-one C1(=CC=CC=C1)C1=C(C(NC2=CC=CC=C12)=O)C(=C)O[Si](C)(C)C